CC1OC(CN(C1)CCCN1CN(C2=C3C(=NC(=C21)N)C=CS3)CC3=CC=C(C=C3)OC)C 3-(2,6-dimethylmorpholinopropyl)-1-(4-methoxybenzyl)-1H-imidazo[4,5-d]thieno[3,2-b]pyridin-4-amine